ClC1=CC=C(C=C1)NC(=O)NC=1SC(=CC1)C1=C(C=C(C=C1)F)F 1-(4-chlorophenyl)-3-[5-(2,4-difluorophenyl)thiophen-2-yl]urea